(3S)-7-((2S,5R)-4-acryloyl-2,5-dimethylpiperazin-1-yl)-9-chloro-10-(5-chloro-2,4-difluorophenyl)-3-(methoxymethyl)-2H-[1,4]thiazino[2,3,4-ij]quinazolin-5(3H)-one C(C=C)(=O)N1C[C@@H](N(C[C@H]1C)C1=NC(N2C3=C(C(=C(C=C13)Cl)C1=C(C=C(C(=C1)Cl)F)F)SC[C@@H]2COC)=O)C